C(C1=CC=C(C(=O)OCCC(C)C)C=C1)(=O)OCCC(C)C Diisoamyl terephthalate